2-[3-cyano-4-methyl-5-(4-phenylphenyl)-5-(trifluoromethyl)-2-furanylidene]malononitrile C(#N)C=1C(OC(C1C)(C(F)(F)F)C1=CC=C(C=C1)C1=CC=CC=C1)=C(C#N)C#N